C(CCC(=O)[O-])(=O)OC([C@@H](N)CCCNC(N)=N)=O arginyl Succinate